NCC(=O)NCC(=O)N[C@@H](CC1=CC=CC=C1)C(=O)NCC(=O)NCOCC(=O)O glycylglycinyl-L-phenylalanyl-N-[(carboxymethyloxy)methyl]glycinamide